C(C1=CC=CC=C1)NC(N(C1=NC=C(C=C1)C=1C=NN(C1)C)[C@@H]1CC[C@H](CC1)NC1=NC=C(C(=N1)NCC(CO)(F)F)C#N)=O 3-benzyl-1-(trans-4-((5-cyano-4-((2,2-difluoro-3-hydroxypropyl)amino)pyrimidin-2-yl)amino)cyclohexyl)-1-(5-(1-methyl-1H-pyrazol-4-yl)pyridin-2-yl)urea